3-(4-aminophenyl-ethyl)-2-(1-(4-bromophenyl)-3-(4-fluorophenyl)-1H-pyrazol-4-yl)oxazolidin-4-one NC1=CC=C(C=C1)CCN1C(OCC1=O)C=1C(=NN(C1)C1=CC=C(C=C1)Br)C1=CC=C(C=C1)F